4-(methylthio)aniline CSC1=CC=C(N)C=C1